3-(1-methyl-6-(1-(piperidin-4-ylmethyl)piperidin-4-yl)-1H-indazol-3-yl)piperidine-2,6-dione Hydrochloride Cl.CN1N=C(C2=CC=C(C=C12)C1CCN(CC1)CC1CCNCC1)C1C(NC(CC1)=O)=O